C(C)(=O)N[C@@H](CSCC1N2CCC(C1=O)(CC2)C)C(=O)O N-acetyl-S-((4-methyl-3-oxoquinuclidin-2-yl)methyl)-L-cysteine